C(C)(C)NC(O[C@H]1C[C@H](CC1)C1=CC(=NN1)NC1=CC=CC2=C1CN(S2(=O)=O)C)=O (1R,3S)-3-(3-((2-methyl-1,1-dioxido-2,3-dihydrobenzo[d]isothiazol-4-yl)amino)-1H-pyrazol-5-yl)cyclopentyl isopropylcarbamate